3-Nitro-4-{4-[(3-Nitrophenyl)methyl]piperazin-1-yl}-N-(pyridin-2-ylmethyl)benzamide [N+](=O)([O-])C=1C=C(C(=O)NCC2=NC=CC=C2)C=CC1N1CCN(CC1)CC1=CC(=CC=C1)[N+](=O)[O-]